3-(2-{[(2R,7aS)-2-fluoro-hexahydro-1H-pyrrolizin-7a-yl]methoxy}-4-{3,8-diazabicyclo[3.2.1]octan-3-yl}-8-fluoropyrido[4,3-d]pyrimidin-7-yl)-5-chloro-4-cyclopropylphenol F[C@@H]1C[C@@]2(CCCN2C1)COC=1N=C(C2=C(N1)C(=C(N=C2)C=2C=C(C=C(C2C2CC2)Cl)O)F)N2CC1CCC(C2)N1